tert-butyl (1S)-5-chloro-8-methoxy-1-((2-oxo-4-(trifluoromethyl)pyrrolidin-1-yl)methyl)-3,4-dihydroisoquinoline-2(1H)-carboxylate ClC1=C2CCN([C@@H](C2=C(C=C1)OC)CN1C(CC(C1)C(F)(F)F)=O)C(=O)OC(C)(C)C